[Sn].[Se] selenium-tin